N1(N=NC=C1)C1=CC=C(N=N1)CN1C(C(N(CC1)[C@@H]1C[C@@H](C1)C1=CC=CC=C1)=O)=O 1-((6-(1H-1,2,3-triazol-1-yl)pyridazin-3-yl)methyl)-4-((cis)-3-phenylcyclobutyl)piperazine-2,3-dione